FC=1C(=NC(=NC1)N[C@H]1[C@@H](COCC1)O)C1=CC=C2C(C=C(N(C2=C1)C(C)C)CN1C[C@@H](OCC1)C)=O 7-(5-fluoro-2-(((3S,4R)-3-hydroxytetrahydro-2H-pyran-4-yl)amino)pyrimidin-4-yl)-1-isopropyl-2-(((S)-2-methylmorpholino)methyl)quinolin-4(1H)-one